8-[(1R)-1-[2-(4-bromophenyl)anilino]ethyl]-2-(4,4-dimethyl-1-piperidyl)-3,6-dimethyl-chromen-4-one BrC1=CC=C(C=C1)C1=C(N[C@H](C)C=2C=C(C=C3C(C(=C(OC23)N2CCC(CC2)(C)C)C)=O)C)C=CC=C1